N,N-dimethyl-2-(5-nitro-1H-indazol-1-yl)ethylamine CN(C)CCN1N=CC2=CC(=CC=C12)[N+](=O)[O-]